BrC1=CN=C(N1C)C(=O)NC1=CC(=C(C(=O)N2CCN(CC2)C(=O)N2CCN(CC2)C(=O)OC(C)(C)C)C=C1)Cl tert-butyl 4-[4-[4-[(5-bromo-1-methyl-imidazole-2-carbonyl)amino]-2-chloro-benzoyl]piperazine-1-carbonyl]piperazine-1-carboxylate